BrCC=1C=C(C(=O)OC)C=CC1C#N methyl 3-(bromomethyl)-4-cyanobenzoate